2-(3,5-bis-trifluoromethyl-phenyl)-3-(3,5-di-tert-butyl-4-hydroxy-phenyl)-acrylonitrile FC(C=1C=C(C=C(C1)C(F)(F)F)C(C#N)=CC1=CC(=C(C(=C1)C(C)(C)C)O)C(C)(C)C)(F)F